C1(CC1)C1=C(C(=NO1)C1=C(C=CC=C1Cl)Cl)\C=C/C1CCN(CC1)C1=NC=C(C(=O)O)C=C1 (Z)-6-(4-(2-(5-cyclopropyl-3-(2,6-dichlorophenyl)isoxazol-4-yl)vinyl)piperidin-1-yl)nicotinic acid